4-(7-fluoro-1H-indol-2-yl)-N-methoxy-2-carbonyl-5-pentyl-2,5-dihydrofuran-3-carboxamide FC=1C=CC=C2C=C(NC12)C1=C(C(OC1CCCCC)=C=O)C(=O)NOC